C(C)OC(CCCC1=C(C=C(C=C1)C#N)[N+](=O)[O-])=O 4-(4-cyano-2-nitrophenyl)butanoic acid ethyl ester